[Na].C1=CC=CC2=CC3=CC=CC=C3C=C12 anthracene sodium salt